5,6-diethyl-1H-benzimidazole-1-carboxylic acid methyl ester COC(=O)N1C=NC2=C1C=C(C(=C2)CC)CC